N-[2-[(2-cyano-3-fluorophenyl)amino]ethyl]-2-[[(3-methyl-1,2,4-oxadiazol-5-yl)methyl]thio]-benzamide C(#N)C1=C(C=CC=C1F)NCCNC(C1=C(C=CC=C1)SCC1=NC(=NO1)C)=O